tert-butyl N-[trans-4-[(4-amino-7-chlorosulfonyl-5,5-dimethyl-6H-benzo[h]quinazolin-8-yl)oxy]cyclohexyl]carbamate NC1=NC=NC=2C3=C(CC(C12)(C)C)C(=C(C=C3)O[C@@H]3CC[C@H](CC3)NC(OC(C)(C)C)=O)S(=O)(=O)Cl